tert-butyl 3,3-dimethyl-4-((6-oxo-4-phenylpyrimidin-1(6H)-yl)methyl)piperidine-1-carboxylate CC1(CN(CCC1CN1C=NC(=CC1=O)C1=CC=CC=C1)C(=O)OC(C)(C)C)C